3-(2-{5-[(3R,5R)-3-amino-5-fluoropiperidine-1-carbonyl]-7-methoxy-1-methyl-1H-1,3-benzodiazol-2-yl}-1-(cyclopropylmethyl)-1H-pyrrolo[2,3-b]pyridin-6-yl)-4-fluorophenol N[C@H]1CN(C[C@@H](C1)F)C(=O)C1=CC2=C(N(C(=N2)C2=CC=3C(=NC(=CC3)C=3C=C(C=CC3F)O)N2CC2CC2)C)C(=C1)OC